CC1(CCCC1)C(=O)OC Methyl 1-methylcyclopentane-1-carboxylate